2-(2-(cyclopropanesulfonamido)pyrimidin-4-yl)-N-(6-(6-ethoxypyrazin-2-yl)pyridin-3-yl)-2-methylpropanamide C1(CC1)S(=O)(=O)NC1=NC=CC(=N1)C(C(=O)NC=1C=NC(=CC1)C1=NC(=CN=C1)OCC)(C)C